C(CC=CC)[Si](OC)(OC)OC 3-pentenyltrimethoxysilane